(7-(2,6-dioxopyrimidin-3-yl)benzofuran-4-yl)methyl (2-fluoro-5-(trifluoromethoxy)phenyl)carbamate FC1=C(C=C(C=C1)OC(F)(F)F)NC(OCC1=CC=C(C2=C1C=CO2)N2C(NC(C=C2)=O)=O)=O